5-(2-methoxyformyl-vinyl)uridine COC(=O)C=CC=1C(NC(N([C@H]2[C@H](O)[C@H](O)[C@@H](CO)O2)C1)=O)=O